C(C)O[Si](C=C[SiH2]C(N(CC)CC)N(CC)CC)(OCC)OCC 1-triethoxysilyl-2-bis(diethylamino)methylsilylethylene